2-[(2R)-4-[2-chloro-4-(trifluoromethyl)benzoyl]-2-ethylpiperazin-1-yl]-5-nitrobenzoic acid methyl ester COC(C1=C(C=CC(=C1)[N+](=O)[O-])N1[C@@H](CN(CC1)C(C1=C(C=C(C=C1)C(F)(F)F)Cl)=O)CC)=O